CC=1C=C(C(=CC1)O)O 4-methyl-1,2-benzenediol